C(C1=CC=CC=C1)N(C(O)=O)[C@H]1CC(CC1)(F)F.P(=O)(O)(O)CNCC(=O)O N-(Phosphonomethyl)-glycin (R)-benzyl-(3,3-difluorocyclopentyl)carbamate